COC(=O)C(CC(=O)OC)NCCC[Si](OC)(OC)OC N-[1,2-bis(methoxycarbonyl)]ethyl-3-aminopropyltrimethoxysilane